methyl 2-(benzo[d]oxazol-2-yl)-5-(7-fluoro-3,4-dihydrobenzo[b][1,4]oxazepine-5(2H)-yl)benzoate O1C(=NC2=C1C=CC=C2)C2=C(C(=O)OC)C=C(C=C2)N2C1=C(OCCC2)C=CC(=C1)F